pentylene glycol behenate C(CCCCCCCCCCCCCCCCCCCCC)(=O)OCCCCCO